(9H-fluoren-9-yl)methyl (S)-(6-((diphenyl(p-tolyl)methyl)amino)-1-((4-(hydroxymethyl)phenyl)amino)-1-oxohexan-2-yl)carbamate C1(=CC=CC=C1)C(C1=CC=C(C=C1)C)(C1=CC=CC=C1)NCCCC[C@@H](C(=O)NC1=CC=C(C=C1)CO)NC(OCC1C2=CC=CC=C2C=2C=CC=CC12)=O